N[C@@H](CCC(=O)O)C(=O)O.[O-2].[Mg+2] magnesium oxide glutamate